N1(CCCCC1)C=1S\C(\C(N1)=O)=C/C=1N(C(=CN1)[N+](=O)[O-])C (5Z)-2-(1-piperidinyl)-5-[(1-methyl-5-nitro-1H-imidazol-2-yl)methylene]thiazol-4(5H)-one